BrC=1C(=C(SC1Br)C(=O)N[C@@H](C(C)C)C(=O)O)C N-[(4,5-dibromo-3-methyl-2-thienyl)carbonyl]valine